1-(4-benzyl-3,4-dihydro-2H-benzo[b][1,4]thiazin-6-yl)-3-(5-fluoro-1H-indol-3-yl)urea C(C1=CC=CC=C1)N1C2=C(SCC1)C=CC(=C2)NC(=O)NC2=CNC1=CC=C(C=C21)F